6-[(3-chloropyrazol-1-yl)methyl]-2-(3,4-difluorophenyl)-1-ethyl-4-oxo-pyridine-3-carboxylic acid ClC1=NN(C=C1)CC1=CC(C(=C(N1CC)C1=CC(=C(C=C1)F)F)C(=O)O)=O